COC1=C(C(=CC=C1)OC)C1=CNC2=NC(=CC=C21)NC(=O)NC[C@H](CN(C)C)F 1-[3-(2,6-dimethoxyphenyl)-1H-pyrrolo[2,3-b]pyridin-6-yl]-3-[(2R)-3-(dimethylamino)-2-fluoropropyl]urea